2-(2-amino-6-(azetidin-1-yl)-9H-purin-9-yl)-N-(1-ethyl-3-methyl-1H-pyrazol-5-yl)acetamide NC1=NC(=C2N=CN(C2=N1)CC(=O)NC1=CC(=NN1CC)C)N1CCC1